3-(cyanomethyl)pyridine-2-carbonitrile C(#N)CC=1C(=NC=CC1)C#N